F[C@H](CC[C@@H](C)[C@H]1CC[C@H]2CCCC[C@@]12C)C(C)(O[Si](CC)(CC)CC)C (1R,3aR,7aR)-1-{(2R,5R)-5-Fluoro-6-methyl-6-[(triethylsilyl)oxy]heptan-2-yl}-7a-methyloctahydro-4H-inden